1-(4-benzyloxy-phenyl)-azetidin-3-ylamine C(C1=CC=CC=C1)OC1=CC=C(C=C1)N1CC(C1)N